C1(CC1)C=1C(=NC=CC1)NC1=CC=C2C=CNC2=C1 N-(3-cyclopropylpyridin-2-yl)-1H-indol-6-amine